1-(3-Chloroanilino)-4-oxo-cyclohexanecarboxylic acid ClC=1C=C(NC2(CCC(CC2)=O)C(=O)O)C=CC1